C(C1=CC=CC=C1)OCC(OC=1C=2N(C=C(C1)C=1N=NN(C1C)C1CC(C1)O)N=CC2Cl)C2=NC=C(C=C2)F 3-[4-[4-[2-benzyloxy-1-(5-fluoro-2-pyridinyl)ethoxy]-3-chloro-pyrazolo[1,5-a]pyridin-6-yl]-5-methyl-triazol-1-yl]cyclobutanol